FC1=CC=C2C(=C1)OC(C1=C2NC2=C(C=C(C=C12)F)F)(C(=O)OCC)C(=O)OCC 6,6-diethyl 3,8,10-trifluoro-11H-chromeno[4,3-b]indole-6,6-dicarboxylate